3,4-dihydroxy-5-methoxy-phenylpropionic acid OC=1C=C(C=C(C1O)OC)C(C(=O)O)C